C(#N)C(C)(C)C1=CC=CC(=N1)C(=O)OCC ethyl 6-(2-cyanopropan-2-yl)picolinate